1-[2-hydroxyethanamido] (2E,4E,6E,8E,10E,12E,14E,16Z,18E)-4,8,13,17-tetramethylicosa-2,4,6,8,10,12,14,16,18-nonaenedioate C/C(/C=C/C(=O)ONC(CO)=O)=C\C=C\C(=C\C=C\C=C(\C=C\C=C(/C=C/C(=O)[O-])\C)/C)\C